2-Heptadecyl-2-imidazoline C(CCCCCCCCCCCCCCCC)C=1NCCN1